N-[(6-{[(2-hydroxyethyl)amino]methyl}imidazo[1,2-a]pyridin-2-yl)methyl]-4-oxo-4H-pyrido[1,2-a]pyrimidine-2-carboxamide OCCNCC=1C=CC=2N(C1)C=C(N2)CNC(=O)C=2N=C1N(C(C2)=O)C=CC=C1